N[C@@H]1[C@@H](C[C@@H](CC1)NC1=NC2=C(C=C(C=C2C=N1)C1=CC(=C(C=C1)NS(=O)(=O)C1=C(C=CC=C1)Cl)F)CC)C N-(4-(2-(((1R,3R,4S)-4-amino-3-methyl-cyclohexyl)amino)-8-ethylquinazolin-6-yl)-2-fluorophenyl)-2-chlorobenzene-sulfonamide